C(C)(C)(C)OC(NC1CC(C1)OC1=CC=C(C=C1)OC(F)F)=O ((1r,3r)-3-(4-(difluoromethoxy)phenoxy)cyclobutyl)carbamic acid tert-butyl ester